4-{2'-cyclopropyl-[2,3'-bipyridine]-5-yl}piperidine-4-carboxylic acid ethyl ester C(C)OC(=O)C1(CCNCC1)C=1C=CC(=NC1)C=1C(=NC=CC1)C1CC1